2-(difluoromethyl)-6-methoxyquinazolin FC(C1=NC2=CC=C(C=C2C=N1)OC)F